C1=NC=CC2=C(C=CC=C12)C1=CC=C(S1)C(C)NC1=NC(=NC2=CC(=C(C=C12)OC)OC)C N-{1-[5-(isoquinolin-5-yl)thiophen-2-yl]ethyl}-6,7-dimethoxy-2-methylquinazolin-4-amine